benzyl-chloropyridinium C(C1=CC=CC=C1)C1=[N+](C=CC=C1)Cl